8-(4-fluorophenyl)-7-(oxan-2-yl)-2-(prop-2-yn-1-ylsulfanyl)-3H-pyrazolo[1,5-a][1,3,5]triazin-4-one FC1=CC=C(C=C1)C=1C(=NN2C1N=C(NC2=O)SCC#C)C2OCCCC2